NC1CCN(CC1)C1=NN(C=C1)C1=C(CNC2=C3N=CN(C3=NC(=N2)Cl)C(C)C)C=CC=C1 N-(2-(3-(4-aminopiperidin-1-yl)-1H-pyrazol-1-yl)benzyl)-2-chloro-9-isopropyl-9H-purin-6-amine